OCC(NCC(=O)O)(CO)CO.[Na] Sodium N-tris(hydroxymethyl)methylglycine